9-(1-bromo-2-methylprop-1-en-1-yl)-3,6-di-tert-butyl-9H-fluoren-9-ol BrC(=C(C)C)C1(C2=CC=C(C=C2C=2C=C(C=CC12)C(C)(C)C)C(C)(C)C)O